butane-1,3,4-triol C(CC(CO)O)O